N-(4-((2-([1,1'-biphenyl]-2-yl)-5-(benzyloxy)-3-fluoro-1H-indol-1-yl)methyl)phenethyl)propan-1-amine C1(=C(C=CC=C1)C=1N(C2=CC=C(C=C2C1F)OCC1=CC=CC=C1)CC1=CC=C(CCNCCC)C=C1)C1=CC=CC=C1